ClC1=CC=C(C=C1)C1=NC(=NN1C1=CC=C(C=C1)F)CN1CCC(CC1)(C)C ((5-(4-chlorophenyl)-1-(4-fluorophenyl)-1H-1,2,4-triazol-3-yl)methyl)-4,4-dimethylpiperidine